COC=1C(=C2C=CNC2=C(C1)C)CN1[C@@H](C[C@H](CC1)NS(=O)(=O)C(F)(F)F)C1=CC=C(C(=O)O)C=C1 4-[(2S,4S)-1-[(5-methoxy-7-methyl-1H-indol-4-yl)methyl]-4-(trifluoromethanesulfonylamino)piperidin-2-yl]benzoic acid